C1(C=2C(C(N1CCC(CC)=O)=O)=CC=CC2)=O phthalimidopropione